ClC=1C=C(C[C@@H]2CNCC(CO[C@H](CO[C@@H](C/C=C/CN2)[C@H](C)\C=C\C=2C=NN(C2)C(C)C)CC(C)C)C)C=CC1OC (3S,10R,16S,E)-10-(3-chloro-4-methoxybenzyl)-3-isobutyl-16-((R,E)-4-(1-isopropyl-1H-Pyrazol-4-yl)but-3-en-2-yl)-6-methyl-1,4-dioxa-8,11-diazacyclohexadec-13-ene